O=C1OC[C@@H](N1)C(=O)OC methyl (4R)-2-oxooxazolidine-4-carboxylate